Cl.N1=CC=NC2=CC(=CC=C12)CC1=NC=CC=C1N (quinoxalin-6-ylmethyl)pyridin-3-amine HCl salt